leucyl-valine benzyl ester C(C1=CC=CC=C1)OC([C@@H](NC([C@@H](N)CC(C)C)=O)C(C)C)=O